tert-butyl 7-(5-chloro-2-(2-(5-cyano-2-methyl-4-oxo-6-(2-((tetrahydro-2H-pyran-2-yl)oxy)ethyl)pyrido[3,4-d]pyrimidin-3(4H)-yl)ethoxy)phenyl)-5-methylthieno[3,2-b]pyridine-3-carboxylate ClC=1C=CC(=C(C1)C1=C2C(=NC(=C1)C)C(=CS2)C(=O)OC(C)(C)C)OCCN2C(=NC1=C(C2=O)C(=C(N=C1)CCOC1OCCCC1)C#N)C